CN(C=C(C=O)OC1=CC(=CC=C1)C(F)(F)F)C 3-(dimethylamino)-2-(3-(trifluoromethyl)phenoxy)acrolein